12-hydroxy-4,6,8,10-tetramethyltridecylnonoxymethyl ether OC(CC(CC(CC(CC(CCCC(OCCCCCCCCC)OC(CCCC(CC(CC(CC(CC(C)O)C)C)C)C)OCCCCCCCCC)C)C)C)C)C